5-(3,3-difluoropropyl)-3-fluoro-6-methoxy-N,N-bis[(4-methoxyphenyl)methyl]pyridin-2-amine FC(CCC=1C=C(C(=NC1OC)N(CC1=CC=C(C=C1)OC)CC1=CC=C(C=C1)OC)F)F